CC(C)=O Propan-2-on